P(OC1=CC=CC=C1)(OCC)=S phenyl ethyl phosphonothioate